P(=O)(OCN(C(C(=O)C1=C(N(C(=C1C)C(NC1=CC(=C(C=C1)F)C#N)=O)C)C)=O)C1(COC1)C#C)([O-])[O-].[Na+].[Na+] sodium (2-(5-((3-cyano-4-fluorophenyl)carbamoyl)-1,2,4-trimethyl-1H-pyrrol-3-yl)-N-(3-ethynyloxetan-3-yl)-2-oxoacetamido)methyl phosphate